7-ethylsulfonyl-6-[1-(2,2,3,3,3-pentafluoropropyl)pyrazolo[3,4-c]pyridin-5-yl]-2-(trifluoromethyl)-quinoxaline C(C)S(=O)(=O)C1=C(C=C2N=CC(=NC2=C1)C(F)(F)F)C=1C=C2C(=CN1)N(N=C2)CC(C(F)(F)F)(F)F